(3S,4R)-4-methyltetrahydrofuran-3-ol C[C@H]1[C@@H](COC1)O